tert-Butyl 2,2-dimethyl-4-[3-[(6-sulfamoylpyrazin-2-yl)amino]propyl]pyrrolidine-1-carboxylate CC1(N(CC(C1)CCCNC1=NC(=CN=C1)S(N)(=O)=O)C(=O)OC(C)(C)C)C